(5-chloropyridin-2-yl)-2-(3-(6-methoxypyridin-3-yl)piperidin-1-yl)propanamide ClC=1C=CC(=NC1)C(C(=O)N)(C)N1CC(CCC1)C=1C=NC(=CC1)OC